3-((5-fluoro-6-iodo-1-methyl-1H-indazol-3-yl)amino)propionic acid ethyl ester C(C)OC(CCNC1=NN(C2=CC(=C(C=C12)F)I)C)=O